1-methoxyethyl-2-methyl-3-ethyl-imidazole alanine salt N[C@@H](C)C(=O)O.COC(C)C=1N(C(=NC1)C)CC